NCC1CC(NC1)=O 4-aminomethyl-pyrrolidin-2-one